2,6-difluoro-N-(phenylcarbamoyl)-4-(trifluoromethyl)benzamide 3,4-epoxycyclohexylmethyl-3,4-epoxycyclohexane-carboxylate C1(CC2C(CC1)O2)COC(=O)C2CC1C(CC2)O1.FC1=C(C(=O)NC(NC2=CC=CC=C2)=O)C(=CC(=C1)C(F)(F)F)F